1-Methyl-5-(4,4,5,5-tetramethyl-[1,3,2]dioxaborolan-2-yl)-1H-pyrazole CN1N=CC=C1B1OC(C(O1)(C)C)(C)C